CC(C)(OC(C(CCC(NCCOCCOCCOCCOCCOCCOCCC(=O)O)=O)N1CCN(CCN(CCN(CC1)CC(OC(C)(C)C)=O)CC(OC(C)(C)C)=O)CC(=O)OC(C)(C)C)=O)C 2,2-dimethyl-4,8-dioxo-5-(4,7,10-tris(2-(tert-butoxy)-2-oxoethyl)-1,4,7,10-tetraazacyclododecane-1-yl)-3,12,15,18,21,24,27-heptaoxa-9-azatriacontan-30-oic acid